C(#N)C(=C)CC=1OC=CC1 2-cyano-3-(furan-2-yl)propene